4-Hexen-2-one CC(CC=CC)=O